2,2,2-trifluoroethyl (S)-3-(4-(((allyloxy)carbonyl)amino)phenyl)-2-((tert-butoxycarbonyl)amino)propanoate C(C=C)OC(=O)NC1=CC=C(C=C1)C[C@@H](C(=O)OCC(F)(F)F)NC(=O)OC(C)(C)C